C1(CC1)CNC1=C2C(=NC=3C=C(C(=CC13)OC)OCCCC=1NCC(N1)C)CCC2 N-(cyclopropylmethyl)-7-methoxy-6-[3-(4-methyl-4,5-dihydro-1H-imidazol-2-yl)propoxy]-1H,2H,3H-cyclopenta[b]quinolin-9-amine